N12NCCCCC2=CCCC1 Diazabicyclo[5.4.0]Undeca-7-ene